NC=1C=CC=C2C(N(CC12)C1C(N(C(CC1)=O)CCOCCNC1=CC2=C(N=C(S2)C2=CC=C(C=C2)C=2C=NC(=CC2)N(C)C)C=C1)=O)=O 3-(7-azanyl-3-oxidanylidene-1H-isoindol-2-yl)-1-[2-[2-[[2-[4-[6-(dimethylamino)pyridin-3-yl]phenyl]-1,3-benzothiazol-6-yl]amino]ethoxy]ethyl]piperidine-2,6-dione